4-[3-[2,6-Dichloro-4-[(3S)-4-(2-methoxyethyl)-3-methylpiperazin-1-yl]benzoyl]-2,4-dihydro-1,3-benzoxazin-8-yl]-5-fluoro-2-(3-oxa-8-azabicyclo[3.2.1]octan-8-yl)benzoic acid ClC1=C(C(=O)N2COC3=C(C2)C=CC=C3C3=CC(=C(C(=O)O)C=C3F)N3C2COCC3CC2)C(=CC(=C1)N1C[C@@H](N(CC1)CCOC)C)Cl